BrC=1C=C(C=CC1)C=1CS(C1)(=O)=O 3-(3-bromophenyl)-2H-thiete 1,1-dioxide